NC1=NC2=C(C=3N1N=C(N3)C3=NC=CC=C3)C(=C(N2CCN2CCN(CC2)C2=C(C=CC(=C2)C=2OC=CN2)F)C(=O)[O-])C 5-amino-7-(2-(4-(2-fluoro-5-(oxazol-2-yl) phenyl) piperazin-1-yl)Ethyl)-9-methyl-2-(pyridin-2-yl)-7H-pyrrolo[3,2-e][1,2,4]Triazolo[1,5-c]Pyrimidine-8-carboxylate